C(C1=CC=CC=C1)OC[C@H](COCCOC1OCCCC1)OCCOC1OCCCC1 2,2'-(((((R)-3-(benzyloxy)propane-1,2-diyl)bis(oxy))bis(ethane-2,1-diyl))bis(oxy))bis(tetrahydro-2H-pyran)